FC1(C(N(C2=C(O1)C=C(C(=C2)C2=C(C(=C(C(=C2F)F)F)F)F)F)C2=CC=CC=C2)=O)F 2,2,7-trifluoro-6-(perfluorophenyl)-4-phenyl-2H-benzo[b][1,4]oxazin-3(4H)-one